C(N)(=O)C=1C=CC2=C(N(C=N2)CC2=C(C=C(C=C2)B(O)O)C)C1 (4-((6-carbamoyl-1H-benzo[d]imidazol-1-yl)methyl)-3-methylphenyl)boronic acid